methyl (2R,4S)-2-(6-oxo-1H-pyridin-3-yl)tetrahydropyran-4-carboxylate O=C1C=CC(=CN1)[C@@H]1OCC[C@@H](C1)C(=O)OC